[1,1'-biphenyl]-4-yl-[1,1'-biphenyl]-4-amine C1(=CC=C(C=C1)C1=C(C=CC(=C1)N)C1=CC=CC=C1)C1=CC=CC=C1